(R)-5-(pyrazolo[1,5-a]pyridin-5-yl)-N-(1,1,1-trifluoropropan-2-yl)-7H-pyrrolo[2,3-d]pyrimidin-2-amine N1=CC=C2N1C=CC(=C2)C2=CNC=1N=C(N=CC12)N[C@@H](C(F)(F)F)C